C1OCC12CN(C2)C=2C(NC=C1C2N=CN=C1)=O 8-(2-oxa-6-azaspiro[3.3]heptan-6-yl)pyrido[4,3-d]pyrimidin-7(6H)-one